hydroxyl-hydroxystilbene OC=1C(=C(C=CC1)C=CC1=CC=CC=C1)O